methyl 8-((4-(hydroxymethyl)phenyl)amino)-8-oxooctanoate OCC1=CC=C(C=C1)NC(CCCCCCC(=O)OC)=O